γ-glycidoxypropyldiethoxyisopropylsilane C(C1CO1)OCCC[Si](C(C)C)(OCC)OCC